(4-cyclopropyl-6-(difluoromethoxy)pyrimidin-5-yl)-4-(4-(1-methyl-4-(trifluoromethyl)-1H-imidazol-2-yl)benzyl)-5,6-dihydro-4H-pyrrolo[3,2,1-de]pteridine C1(CC1)C1=NC=NC(=C1C=1N=C2N(CCN3C2=C(N1)C=C3)CC3=CC=C(C=C3)C=3N(C=C(N3)C(F)(F)F)C)OC(F)F